4-bromo-2,6-dichloro-5-fluoronicotinoyl chloride BrC1=C(C(=NC(=C1C(=O)Cl)Cl)Cl)F